2-{[4-[4-(2-dimethylamino-phenyl)-piperidin-1-yl]-2-(1-fluoro-cyclopentyl)-quinazolin-6-yl]-methyl-amino}-ethanol CN(C1=C(C=CC=C1)C1CCN(CC1)C1=NC(=NC2=CC=C(C=C12)N(CCO)C)C1(CCCC1)F)C